5-fluoro-6-(isoindolin-2-ylmethyl)-1-methyl-3-(2-(piperazine-1-yl)ethyl)pyridin-2(1H)-one hydrochloride Cl.FC=1C=C(C(N(C1CN1CC2=CC=CC=C2C1)C)=O)CCN1CCNCC1